The molecule is the simplest hydroxylamine, consisting of ammonia bearing a hydroxy substituent. It is an intermediate in the biological nitrification by microbes like bacteria. It has a role as a nitric oxide donor, an EC 1.1.3.13 (alcohol oxidase) inhibitor, a nucleophilic reagent, an EC 4.2.1.22 (cystathionine beta-synthase) inhibitor, an EC 4.3.1.10 (serine-sulfate ammonia-lyase) inhibitor, a bacterial xenobiotic metabolite and an algal metabolite. It is a conjugate acid of a hydroxyazanide and an aminooxidanide. It derives from a hydride of an ammonia. NO